(2S)-4-amino-2-(3-fluorophenyl)piperidine-1-carboxylic acid tert-butyl ester C(C)(C)(C)OC(=O)N1[C@@H](CC(CC1)N)C1=CC(=CC=C1)F